C(C1=CC=CC=C1)OC1=C2C(=NC(=NC2=C(C=C1F)F)O)O 5-(benzyloxy)-6,8-difluoroquinazoline-2,4-diol